C(C=C)C1=NC(=CC=C1N1CN(C2=C(C1=O)C=C(C=N2)C(F)(F)F)C2=C(C=C(C=C2)F)CCC=C)OC 3-(2-allyl-6-methoxypyridin-3-yl)-1-(2-(but-3-en-1-yl)-4-fluorophenyl)-6-(trifluoromethyl)-2,3-dihydropyrido[2,3-d]pyrimidin-4(1H)-one